FC(C(=O)[O-])(C(C=O)(F)F)F 2,2,3,3-tetrafluoro-4-oxobutanoate